N-Boctyrosine methyl ester COC([C@@H](NC(=O)OC(C)(C)C)CC1=CC=C(C=C1)O)=O